(R,E)-2-cyano-N-(1-(3,4-dimethoxyphenyl)ethyl)-3-(5-(4-(4-methylpiperazin-1-yl)phenyl)-1H-pyrrolo[2,3-b]pyridin-3-yl)acrylamide C(#N)/C(/C(=O)N[C@H](C)C1=CC(=C(C=C1)OC)OC)=C\C1=CNC2=NC=C(C=C21)C2=CC=C(C=C2)N2CCN(CC2)C